O[C@H](C)C=1C=C(C=C2C(C(=C(OC12)C=1C=NN(C1)C1OCCCC1)C)=O)C 8-[(1R)-1-Hydroxyethyl]-3,6-dimethyl-2-(1-tetrahydropyran-2-ylpyrazol-4-yl)chromen-4-one